2-(N-Methylmethylsulfonamido)benzoic acid CN(S(=O)(=O)C)C1=C(C(=O)O)C=CC=C1